F[C@@H]1C[C@@]2(CCCN2C1)COC1=NC(=NC(=N1)N1C[C@H]2CC[C@@H](C1)N2)C(=O)NC2=CC(=CC1=CC=C(C(=C21)C#C)F)O 4-{[(2R,7aS)-2-fluoro-hexahydropyrrolizin-7a-yl]methoxy}-6-[(1R,5S)-3,8-diazabicyclo[3.2.1]octan-3-yl]-N-(8-ethynyl-7-fluoro-3-hydroxynaphthalen-1-yl)-1,3,5-triazine-2-carboxamide